C(=C)C1=CC=C(C=C1)C1=CC=CC=C1 p-vinyl-biphenyl